6-chloro-4-((2S,5R)-4-((3,3-difluorocyclobutyl)(4-(trifluoromethyl)phenyl)methyl)-2,5-dimethylpiperazin-1-yl)-3-nitropyridin-2-amine ClC1=CC(=C(C(=N1)N)[N+](=O)[O-])N1[C@H](CN([C@@H](C1)C)C(C1=CC=C(C=C1)C(F)(F)F)C1CC(C1)(F)F)C